bis-(3-aminopropyl) ether NCCCOCCCN